C(C1=CC=CC=C1)O[C@@H](C)C1=NN(C(N1C)=O)C1=CC(=C(C(=O)O)C=C1F)O[C@H](C(F)(F)F)C 4-{3-[(1S)-1-(benzyloxy)ethyl]-4-methyl-5-oxo-4,5-dihydro-1H-1,2,4-triazol-1-yl}-5-fluoro-2-{[(2S)-1,1,1-trifluoropropan-2-yl]oxy}benzoic acid